Urethane (Methacrylate) C(C(=C)C)(=O)O.NC(=O)OCC